SC=1C(=O)NC(C1)=O sulfydryl-(maleimide)